C(C)N1C(C(C(CC1)=O)=CN(C)C)=O 1-ethyl-3-((dimethylamino)methylene)piperidine-2,4-dione